1-imidazolium [NH+]1=CNC=C1